5-(Benzyloxy)-8-ethyl-2-(3-methyl-1-benzofuran-2-yl)quinoline C(C1=CC=CC=C1)OC1=C2C=CC(=NC2=C(C=C1)CC)C=1OC2=C(C1C)C=CC=C2